NC=1C2=C(N=CN1)N(C=C2C#C)[C@@H]2S[C@@H]([C@@H]1[C@H]2OC(O1)(C)C)CO ((3aS,4R,6R,6aR)-6-(4-amino-5-ethynyl-7H-pyrrolo[2,3-d]pyrimidin-7-yl)-2,2-dimethyltetrahydrothieno[3,4-d][1,3]dioxol-4-yl)methanol